2,5-dimethyl-3-hexyn-2,5-diol CC(C)(C#CC(C)(O)C)O